C1(CCCCC1)C1=CC=C(C=C1)NC=1C2=C(N=C(N1)N(CC1=NOC=C1)C)C(N(C2)C(C)C)=O 4-[(4-cyclohexylphenyl)amino]-2-{methyl[(1,2-oxazol-3-yl)methyl]amino}-6-(propan-2-yl)-5,6-dihydro-7H-pyrrolo[3,4-d]pyrimidin-7-one